[C@@H]([C@@H]([C@H](C(=O)[O-])O)O)([C@@H](C(=O)[O-])O)O meso-galactarate